ClCC1=C(C=C2[C@](NC(NC2=C1)=O)(C(C)(F)F)C#CC1CC1)F (S)-7-(chloromethyl)-4-(cyclopropylethynyl)-4-(1,1-difluoroethyl)-6-fluoro-3,4-dihydroquinazolin-2(1H)-one